Bis(4-tert-butylphenyl)iodonium trifluoromethanesulfonate FC(S(=O)(=O)[O-])(F)F.C(C)(C)(C)C1=CC=C(C=C1)[I+]C1=CC=C(C=C1)C(C)(C)C